methyl-(3aR,4S,6R,6aS)-6-{5-bromo-4-chloropyrrolo[2,3-d]pyrimidin-7-yl}-2,2-dimethyl-tetrahydro-3aH-cyclopenta[d][1,3]dioxole-4-carboxylate COC(=O)[C@H]1C[C@H]([C@@H]2OC(O[C@@H]21)(C)C)N2C=C(C1=C2N=CN=C1Cl)Br